methyl-3-benzoyl-4-(3-methoxy-3-oxopropen-1-yl)-5-methylbenzoate COC(C1=CC(=C(C(=C1)C)C=CC(=O)OC)C(C1=CC=CC=C1)=O)=O